ClC1=CC(=NC=C1)N1CCN(CC1)CC=1C=C2CN(C(C2=CC1)=O)N1C(NC(CC1)=O)=O 1-(5-((4-(4-chloropyridin-2-yl)piperazin-1-yl)methyl)-1-oxoisoindolin-2-yl)dihydropyrimidine-2,4(1H,3H)-dione